FCCCOC1=C(C(=C(C(=O)O)C(=C1)\C=C\C1=CC=C(C=C1)F)O)CC=C(C)C (E)-4-(3-fluoropropoxy)-6-(4-fluorophenylvinyl)-2-hydroxy-3-(3-methylbut-2-en-1-yl)benzoic acid